[Na+].N[C@@H](CC1=CC=CC=C1)C(=O)[O-] phenylalanine sodium salt